CC(=O)NC1=C2C(=CC(=C1)S(=O)(=O)[O-])C=C(C(=C2O)N=NC3=CC=CC=C3)S(=O)(=O)[O-] The molecule is an organosulfonate oxoanion obtained by deprotonation of the sulfo groups of 5-acetamido-4-hydroxy-3-(phenyldiazenyl)naphthalene-2,7-disulfonic acid. It is a conjugate base of a 5-acetamido-4-hydroxy-3-(phenyldiazenyl)naphthalene-2,7-disulfonic acid.